CC1=C(C=C(C=C1)N)[N+](=O)[O-] 2-nitro-p-toluidine